N1N=CC2=CC=C(C=C12)NC(=O)C=1C=NN(C1C(F)(F)F)C1=C2C=CNC(C2=CC=C1)=C=O N-(1H-indazol-6-yl)-1-(1-carbonyl-1,2-dihydro-isoquinolin-5-yl)-5-(trifluoromethyl)-1H-pyrazole-4-carboxamide